C(C)C1C(C(=C(CC1)C(=O)O)C(=O)O)(C)CC diethyl-3-methylcyclohex-1-ene-1,2-dicarboxylic acid